N-(hydroxymethyl)pyridine-3-carboxamide OCNC(=O)C=1C=NC=CC1